OCCN1C=CC(=C1C1=C(C=CC=C1)C(F)(F)F)C 1-(2-hydroxyethyl)-4-methyl-5-(2-(trifluoromethyl)phenyl)-1H-pyrrole